O[C@H](C)C1=NC=2C(=C3C(=NC2)C=CS3)N1[C@H]1CC[C@@H](OC1)CC#N ((2R,5S)-5-{2-[(1R)-1-hydroxy-ethyl]-1H-imidazo-[4,5-d]thieno[3,2-b]pyridin-1-yl}-tetrahydro-2H-pyran-2-yl)-acetonitrile